methyl 3-((2-hydroxy-2-methylpropyl)amino)-4-nitrobenzoate OC(CNC=1C=C(C(=O)OC)C=CC1[N+](=O)[O-])(C)C